5-amino-3-tert-butyl-pyrazole-1-carboxylic acid {4-[6-(2-methoxy-ethoxy)-benzoimidazol-1-yl]-phenyl}-amide COCCOC=1C=CC2=C(N(C=N2)C2=CC=C(C=C2)NC(=O)N2N=C(C=C2N)C(C)(C)C)C1